3-(3-aminoazepane-1-carbonyl)-1-(4-(cyclopropylphenyl)-1H-pyrazole-5-yl)benzonitrile NC1CN(CCCC1)C(=O)C=1CC(C#N)(C=CC1)C1=C(C=NN1)C1=C(C=CC=C1)C1CC1